(R)-4-ethynyl-N-(2-hydroxypropyl)benzenesulfonamide C(#C)C1=CC=C(C=C1)S(=O)(=O)NC[C@@H](C)O